C[Si]1(CCC(CC1)NC(=O)C1=C(C=2C(=CN=CC2F)N1)C)C N-(1,1-dimethylsilinan-4-yl)-4-fluoro-3-methyl-1H-pyrrolo[2,3-c]pyridine-2-carboxamide